C(C1=CC=CC=C1)N1CCOC2=C(C1=O)C=C(C(=N2)N2CC=1C=C(C=NC1CC2)C(F)(F)F)C 4-Benzyl-7-methyl-8-[3-(trifluoromethyl)-7,8-dihydro-5H-1,6-naphthyridin-6-yl]-2,3-dihydropyrido[3,2-f][1,4]oxazepin-5-one